3-hexenylmethyldimethoxysilane C(CC=CCC)[Si](OC)(OC)C